C(C)[Si](NC(C)CC)(NC(C)CC)CC diethyl-bis(s-butylamino)silane